FC1(C(C1)N1C=CC=2C1=NC(NC2)=O)F 7-(2,2-difluorocyclopropyl)-2H,3H,7H-pyrrolo[2,3-d]pyrimidin-2-one